OC1(CNC1)C 3-hydroxyl-3-methylazetidine